3-fluoro-2,4-dimethylaniline FC=1C(=C(N)C=CC1C)C